ClC1=C(C(=O)NC2=C(C(=C(C=C2)F)NCC#C)F)C=C(C=C1)NC(=O)[C@@H]1C([C@H]1C1=CC(=C(C=C1)F)C(F)(F)F)(Cl)Cl 2-Chloro-5-((1R,3R)-2,2-dichloro-3-(4-fluoro-3-(trifluoromethyl)phenyl)cyclopropane-1-carboxamido)-N-(2,4-difluoro-3-(prop-2-yn-1-ylamino)phenyl)benzamide